C(C)(C)(C)C1=CN=C(O1)CSC1=CN=C(S1)NC(=O)C1CCN(CC1)CC=1N=NC(=CC1)N1C(NC(CC1)=O)=O N-(5-(((5-(tert-butyl)oxazol-2-yl)methyl)thio)thiazol-2-yl)-1-((6-(2,4-dioxotetrahydropyrimidin-1(2H)-yl)pyridazin-3-yl)methyl)piperidine-4-carboxamide